C1(CCCCC1)CC(=O)ONC(OCC(Cl)(Cl)Cl)=O 2,2,2-Trichloroethyl (2-cyclohexylacetoxy)carbamate